2-[6-[(2S)-2-(hydroxymethyl)morpholin-4-yl]pyridazin-3-yl]-5-methyl-phenol OC[C@@H]1CN(CCO1)C1=CC=C(N=N1)C1=C(C=C(C=C1)C)O